[N-[4-amino-5-(4-methoxybenzoyl)thiazol-2-yl]-3-fluoro-4-(trifluoromethoxy)anilino]propanamide NC=1N=C(SC1C(C1=CC=C(C=C1)OC)=O)N(C1=CC(=C(C=C1)OC(F)(F)F)F)C(C(=O)N)C